N-(cis-3-isopropyl-cyclohexyl-formyl)-D-phenylalanine methyl ester COC([C@H](NC(=O)[C@@H]1C[C@@H](CCC1)C(C)C)CC1=CC=CC=C1)=O